CN1N=C2C=CC(=CC2=C1)C1=CNC2=NC=C(C=C21)C(=O)N2C1CN(CC2CC1)C (3-(2-methyl-2H-indazol-5-yl)-1H-pyrrolo[2,3-b]pyridin-5-yl)(3-methyl-3,8-diazabicyclo[3.2.1]octan-8-yl)methanone